C1(CCCC1)C1CNC(N1C=1C=C(C2=C(N=C(N=C2)SC)N1)C#C[Si](C(C)C)(C(C)C)C(C)C)=O 5-Cyclopentyl-1-[2-(methylsulfanyl)-5-[2-(triisopropylsilyl)ethynyl]pyrido[2,3-d]pyrimidin-7-yl]imidazolidin-2-one